hydrogen bromite Br(=O)O